N-(5-fluoropyridin-2-yl)-2-{2-[(+-)-1-methyl-5-oxopyrrolidin-2-yl]-5,8-dioxo-6-(propan-2-yl)-5,6,7,8-tetrahydro-4H-pyrazolo[1,5-a]pyrrolo[3,4-d]pyrimidin-4-yl}acetamide FC=1C=CC(=NC1)NC(CN1C=2N(C(C3=C1C(N(C3)C(C)C)=O)=O)N=C(C2)[C@@H]2N(C(CC2)=O)C)=O |r|